3-[(2-amino-3-fluoro-4-pyridyl)methyl]-7-(2,2-difluoropropoxy)-4-methyl-chromen-2-one NC1=NC=CC(=C1F)CC=1C(OC2=CC(=CC=C2C1C)OCC(C)(F)F)=O